(4-hydroxyphenyl)benzamide OC1=CC=C(C=C1)C1=C(C(=O)N)C=CC=C1